Cl.ClC=1C=NN2C1C(=CC(=C2)C=2N=NN(C2C)C2CCNCC2)OCC(C)(O)C2=NC=C(C=C2)F 1-[3-Chloro-6-[5-methyl-1-(4-piperidyl)triazol-4-yl]pyrazolo[1,5-a]pyridin-4-yl]oxy-2-(5-fluoro-2-pyridyl)propan-2-ol HCl